7-bromo-6-{[(1s,4s)-4-[(2-methoxyethyl)(methyl)amino]cyclohexyl]amino}-1-(2,2,2-trifluoroethyl)imidazo[4,5-c]pyridine-2-carbonitrile BrC=1C2=C(C=NC1NC1CCC(CC1)N(C)CCOC)N=C(N2CC(F)(F)F)C#N